N-(5-chloro-1,3,4-thiadiazol-2-yl)-2-((4-oxo-1-phenyl-4,5-dihydro-1H-pyrazolo[3,4-d]pyrimidin-6-yl)thio)acetamide ClC1=NN=C(S1)NC(CSC=1NC(C2=C(N1)N(N=C2)C2=CC=CC=C2)=O)=O